C1(=CC=CC=C1)C1=NOC=C1 phenylisoxazol